FC1=C(C(=O)NCC2CCC(CC2)N2N=C3C=C(C=CC3=C2)C2=NC=CC=N2)C=C(C(=C1F)O)F 2,3,5-trifluoro-4-hydroxy-N-({(1r,4r)-4-[6-(pyrimidin-2-yl)-2H-indazol-2-yl]cyclohexyl}methyl)benzamide